6-Chloro-1-(4-(1,1-difluoroethyl)-6-(3-methoxytetrahydrofuran-3-yl)pyridin-2-yl)-3-methyl-1H-pyrazolo[4,3-c]pyridine ClC1=CC2=C(C=N1)C(=NN2C2=NC(=CC(=C2)C(C)(F)F)C2(COCC2)OC)C